(1-methylcyclohexyl)(6,7,8,9-tetrahydro-3H-benzo[e]indazol-4-yl)methanol CC1(CCCCC1)C(O)C1=CC2=C(C=3C=NNC13)CCCC2